CC1(COC2=CC(=CC=C2C1NC(O[C@@H]1CN2CCC1CC2)=O)C2=CSC=C2)C (S)-quinuclidin-3-yl (3,3-dimethyl-7-(thiophen-3-yl)chroman-4-yl)carbamate